5-{[(2,2-Dimethylpropanoyl)amino]methyl}-N-[1-(4-fluorophenyl)-1H-indazol-4-yl]-2-(trifluoromethyl)benzamide CC(C(=O)NCC=1C=CC(=C(C(=O)NC2=C3C=NN(C3=CC=C2)C2=CC=C(C=C2)F)C1)C(F)(F)F)(C)C